5-bromo-2-(tert-butyl)pyridine BrC=1C=CC(=NC1)C(C)(C)C